1,5,6-trihydroxybenzoic acid OC1(C(=O)O)CC=CC(=C1O)O